C(CCCCCCCCCCCCCCCCCCC)(=O)OC[C@@H](OC(CCCCCCCCCCCCCCCCCCC)=O)COP(=O)(O)OCCN 1,2-diarachidoyl-sn-glycero-3-phosphoethanolamine